3-[2-(1-{2-[(4-azido-2,2-dimethyl-butyl)-(6-methyl-pyridin-2-yl)-carbamoyl]-5-methoxy-phenyl}-piperidin-4-yl)-benzofuran-6-yl]-3-cyclopropyl-propionic acid N(=[N+]=[N-])CCC(CN(C(=O)C1=C(C=C(C=C1)OC)N1CCC(CC1)C=1OC2=C(C1)C=CC(=C2)C(CC(=O)O)C2CC2)C2=NC(=CC=C2)C)(C)C